tertiary amyl peroxymaleate C(\C=C/C(=O)[O-])(=O)OOC(C)(C)CC